C1N(C[C@H]2[C@@H]1CCC2)C=2C=1C(N=CN2)=NN(C1)C=1C(NC(NC1)=O)=O 5-[4-[(3aR,6aS)-3,3a,4,5,6,6a-Hexahydro-1H-cyclopenta[c]pyrrol-2-yl]pyrazolo[3,4-d]pyrimidin-2-yl]-1H-pyrimidine-2,4-dione